FC1=NC=CC=C1C(C)OC(=O)NC1=C(N=NN1C)C1=NC=C(C(=O)O)C=C1 6-(5-(((1-(2-fluoropyridin-3-yl)ethoxy)carbonyl)amino)-1-methyl-1H-1,2,3-triazol-4-yl)nicotinic acid